tert-butyl (2-(3-(8-((2,6-dimethylbenzyl)amino)-2,3-dimethylimidazo[1,2-a]pyridin-6-yl)ureido)ethyl)carbamate hydrochloride Cl.CC1=C(CNC=2C=3N(C=C(C2)NC(NCCNC(OC(C)(C)C)=O)=O)C(=C(N3)C)C)C(=CC=C1)C